[O-]S(=O)(=O)C(F)(F)F.C1(CCCCC1)[S+](C1C(CCCC1)=O)C1CCCCC1 dicyclohexyl-(2-oxocyclohexyl)sulfonium triflate